8-(3-fluoro-2,4-dimethylphenyl)-9-(4-((1-(3-fluoropropyl)azetidin-3-yl)methyl)phenyl)-6,7-dihydro-5H-benzo[7]annulene-3-carboxylic acid FC=1C(=C(C=CC1C)C=1CCCC2=C(C1C1=CC=C(C=C1)CC1CN(C1)CCCF)C=CC(=C2)C(=O)O)C